4-[(3R)-oxolan-3-yl]-1,3-benzothiazole O1C[C@H](CC1)C1=CC=CC2=C1N=CS2